1-(11Z,14Z-eicosadienoyl)-2-(9Z,12Z-octadecadienoyl)-glycero-3-phosphoserine CCCCC/C=C\C/C=C\CCCCCCCCCC(=O)OC[C@H](COP(=O)(O)OC[C@@H](C(=O)O)N)OC(=O)CCCCCCC/C=C\C/C=C\CCCCC